2-(4-methoxyphenyl)-5,5-dimethyl-1,3-dioxane-4-carboxamide COC1=CC=C(C=C1)C1OCC(C(O1)C(=O)N)(C)C